cyclohexyl 7-(4-cyclopentylpiperazin-1-yl)-4,4-dimethyl-3,4-dihydroisoquinoline-2(1H)-carboxylate C1(CCCC1)N1CCN(CC1)C1=CC=C2C(CN(CC2=C1)C(=O)OC1CCCCC1)(C)C